C(#N)C=1N=C2C(=CC(N(C2=CC1)C)=O)N1[C@H](C[C@@H](C(C1)C)N(C(C1=CC=C(C=C1)F)=O)C)C |&1:17| N-((2S,SR)-1-(6-cyano-1-methyl-2-oxo-1,2-dihydro-1,5-naphthyridin-4-yl)-2,5-dimethylpiperidin-4-yl)-4-fluoro-N-methylbenzamide